C[C@@H]1CC[C@H]([C@@H](C1)C(=O)NCCC1=NC=CC=C1)C(C)C (1R,2S,5R)-5-methyl-2-propan-2-yl-N-(2-pyridine-2-ylethyl)cyclohexane-1-carboxamide